N-phenylthiomorpholin-4-sulfonamide C1(=CC=CC=C1)NS(=O)(=O)N1CCSCC1